1-((3-((3R,5R,8R,9R,10S,13S,14S,17S)-3-hydroxy-3,13-dimethylhexadecahydro-1H-cyclopenta[a]phenanthren-17-yl)oxetan-3-yl)methyl)-1H-pyrazole-4-carbonitrile O[C@@]1(CC[C@@H]2[C@H]3CC[C@@]4([C@H](CC[C@H]4[C@@H]3CC[C@@H]2C1)C1(COC1)CN1N=CC(=C1)C#N)C)C